5-bromo-2-[[(tert-butyldimethylsilyl)oxy]methyl]-1,3-oxazole BrC1=CN=C(O1)CO[Si](C)(C)C(C)(C)C